Cl.C(NC1CC1)([2H])([2H])[2H] N-(methyl-d3)cyclopropanamine hydrochloride